trans-N1-((trans-4-(4-Methoxy-3-methylphenyl)cyclohexyl)methyl)-N1-(3-(2-methoxythiazol-5-yl)phenyl)-N4-(methylsulfonyl)cyclohexane-1,4-dicarboxamide COC1=C(C=C(C=C1)[C@@H]1CC[C@H](CC1)CN(C(=O)[C@@H]1CC[C@H](CC1)C(=O)NS(=O)(=O)C)C1=CC(=CC=C1)C1=CN=C(S1)OC)C